C1(=CC=CC=C1)C1CCCCC1 4-phenylcyclohexane